N-(5-iodoquinolin-8-yl)-2-isopropylbut-3-enamide IC1=C2C=CC=NC2=C(C=C1)NC(C(C=C)C(C)C)=O